3-((3-chloro-5-(prop-1-en-2-yl)isoquinolin-8-yl)oxy)azetidine-1-carboxylic acid tert-butyl ester C(C)(C)(C)OC(=O)N1CC(C1)OC=1C=CC(=C2C=C(N=CC12)Cl)C(=C)C